C1(CC1)C1=C(C(=C(C(=O)OC)C(=C1)N1CCC(CCC1)(F)F)C)C(F)(F)F methyl 4-cyclopropyl-6-(4,4-difluoroazepan-1-yl)-2-methyl-3-(trifluoromethyl)benzoate